Nα,Nα-Bis(carboxymethyl)-l-lysin C(=O)(O)CN([C@@H](CCCCN)C(=O)O)CC(=O)O